(6S)-6-methyl-4-[(trifluoromethanesulfonyl)oxy]-3,6-dihydropyridine-1(2H)-carboxylic acid tert-butyl ester C(C)(C)(C)OC(=O)N1CCC(=C[C@@H]1C)OS(=O)(=O)C(F)(F)F